methyl 3,5-dimethylpyridinecarboxylate CC=1C(=NC=C(C1)C)C(=O)OC